3-methyl-2-((2-(trimethylsilyl)ethoxy)methyl)-2,6-dihydropyrrolo[3,4-c]pyrazole-5(4H)-carboxylic acid tert-butyl ester C(C)(C)(C)OC(=O)N1CC2=NN(C(=C2C1)C)COCC[Si](C)(C)C